NC([C@H](C[C@H]1C(NCC1)=O)NC(=O)[C@H]1NCC2(C1)OCCCC2)=O (3S)-N-((S)-1-amino-1-oxo-3-((S)-2-oxopyrrolidin-3-yl)propan-2-yl)-6-oxa-2-azaspiro[4.5]decane-3-carboxamide